1,2-dichloroheptane ClCC(CCCCC)Cl